(9Z,11E,13E)-octadeca-9,11,13-trienoic acid C(CCCCCCC\C=C/C=C/C=C/CCCC)(=O)O